2-methyl-2-(5-(5-(4-methylpyridin-3-yl)-1,2,4-oxadiazol-3-yl)-1H-benzo[d][1,2,3]triazol-1-yl)propan-1-ol CC(CO)(C)N1N=NC2=C1C=CC(=C2)C2=NOC(=N2)C=2C=NC=CC2C